N[C@@](C=O)(O)[C@@H](O)[C@H](O)[C@H](O)CO 2-amino-d-glucose